5-chloro-N-[3-(2,4-diaminoquinolin-6-yl)-2,4-difluorophenyl]-2-methoxypyridine-3-sulfonamide ClC=1C=C(C(=NC1)OC)S(=O)(=O)NC1=C(C(=C(C=C1)F)C=1C=C2C(=CC(=NC2=CC1)N)N)F